[N+](=O)([O-])C1=CC=C(C(=O)O)C=C1.O1N=C(N=C1)C(=O)N 1,2,4-oxadiazole-3-carboxamide 4-nitrobenzoate